ClC1=CC=C2C(=CNC2=C1S(=O)C)S(=O)(=O)NC1=C(C=C(C(=C1)F)Cl)F 6-chloro-N-(4-chloro-2,5-difluorophenyl)-7-(methylsulfinyl)-1H-indole-3-sulfonamide